CN(C1=CC(=CC=C1)C1NCCCC1)C N,N-Dimethyl-3-(2-piperidyl)aniline